OC1=C(C=CC(=C1)C=O)C1=CC=CC=C1 hydroxy-[1,1'-biphenyl]-4-carbaldehyde